FCCCCCCCCCCCS(=O)(=O)OCCCCCCCCCCCCC tridecyl fluoroundecyl-sulfonate